oxo-bicyclo(2.2.1)hept-5-ene-2,3-dicarboxylic anhydride O=C1C2C3C(C1C=C2)C(=O)OC3=O